(2,4-dimethylphenyl)-N-methyl-formamide hydrochloride Cl.CC1=C(C=CC(=C1)C)N(C=O)C